COC=1C=C(C=CC1OC)C=1NC2=CC=C(C=C2C1C(C)C)C1CCN(CC1)C(CN1CC(CCC1)C(=O)NC1CCN(CC1)C(C)C)=O 1-(2-(4-(2-(3,4-dimethoxyphenyl)-3-isopropyl-1H-indol-5-yl)piperidin-1-yl)-2-oxoethyl)-N-(1-isopropylpiperidin-4-yl)piperidine-3-carboxamide